[18F][C@@H](C=O)[C@@H](O)[C@H](O)[C@H](O)CO 2-deoxy-2-(18F)-fluoro-D-glucose